(2S,4R)-1-[(2S)-2-[3-(2,2-Diethoxyethoxy)isoxazol-5-yl]-3-methyl-butanoyl]-4-hydroxy-N-[(1S)-1-[4-(2-methylpyrazol-3-yl)phenyl]ethyl]pyrrolidine-2-carboxamide C(C)OC(COC1=NOC(=C1)[C@@H](C(=O)N1[C@@H](C[C@H](C1)O)C(=O)N[C@@H](C)C1=CC=C(C=C1)C=1N(N=CC1)C)C(C)C)OCC